CN(C(C)=O)[Si](C)(C)C N-methyl-N-trimethylsilyl-acetamide